C1(=C(C=CC=C1)CN1CCC(CC1)N1C2=C(N(C(C1=O)=O)C)C=CC(=N2)C)C2=CC=CC=C2 4-(1-([1,1'-biphenyl]-2-ylmethyl)piperidin-4-yl)-1,6-dimethyl-1,4-dihydropyrido[2,3-b]pyrazine-2,3-dione